magnesium-silicon aluminum [Al].[Si].[Mg]